hydroxyl-propanesulfonic acid pyridinium salt [NH+]1=CC=CC=C1.OC(CC)S(=O)(=O)[O-]